C(C1=CC=CC=C1)OC=1C(C(=CN2C1C(N1[C@H](C=C(C[C@H]2C1)F)C)=O)C(=O)NCC1=C(C=C(C=C1F)F)F)=O (3S,7S)-12-(benzyloxy)-5-fluoro-3-methyl-1,11-dioxo-N-(2,4,6-trifluorobenzyl)-1,6,7,11-tetrahydro-3H-2,7-methanopyrido[1,2-a][1,4]diazonine-10-carboxamide